1-octyl-2-acetyl-sn-glycero-3-phosphocholine C(CCCCCCC)OC[C@@H](OC(C)=O)COP(=O)([O-])OCC[N+](C)(C)C